C1(=CC=CC=C1)COC(=O)N1CCC(CC1)N=[N+]=[N-] 4-azidopiperidine-1-carboxylic acid phenylmethyl ester